4-(aminomethyl)-6-(5-(7-methoxy-1-oxo-2,3-dihydro-1H-isoindol-2-yl)-1-methyl-1H-pyrazol-4-yl)phthalazin-1(2H)-one NCC1=NNC(C2=CC=C(C=C12)C=1C=NN(C1N1C(C2=C(C=CC=C2C1)OC)=O)C)=O